4-(8-(3-acrylamidophenyl)quinazolin-6-yl)-3-chloro-N-(4-cyanopyridin-2-yl)benzamide C(C=C)(=O)NC=1C=C(C=CC1)C=1C=C(C=C2C=NC=NC12)C1=C(C=C(C(=O)NC2=NC=CC(=C2)C#N)C=C1)Cl